C(C)(C)(C)OC(=O)N1CCC(CC1)(F)CNC=1C=2N(C=C(N1)C=1C=NNC1)C=C(N2)C(N)=O 4-{[2-Carbamoyl-6-(1H-pyrazol-4-yl)-imidazo[1,2-a]pyrazin-8-ylamino]-methyl}-4-fluoro-piperidine-1-carboxylic acid tert-butyl ester